ClC1=NC(=NC=C1C)NC=1C=NN(C1)C Chloro-5-methyl-N-(1-methyl-1H-pyrazol-4-yl)pyrimidin-2-amine